CC=1N(C(=CC1)C)C1=NN2C(C=CC=C2N2N=CC(=C2C(F)(F)F)C(=O)N)=N1 1-(2-(2,5-dimethyl-1H-pyrrol-1-yl)-[1,2,4]triazolo[1,5-a]pyridin-5-yl)-5-(trifluoromethyl)-1H-pyrazole-4-carboxamide